FC(C)(F)C=1C=C(C=CC1)C1=CN=CC(=N1)CN1CCC2(CC2)OC1=O 6-[[6-[3-(1,1-Difluoroethyl)phenyl]pyrazin-2-yl]methyl]-8-oxa-6-azaspiro[2.5]octan-7-one